6-methyl-2-(piperidin-4-ylsulfanyl)pyrimidin-4-amine CC1=CC(=NC(=N1)SC1CCNCC1)N